ClC1=CC=C(CNC(=O)C2=CC3=C(N=C(S3)C3CCN(CC3)C)C=C2)C=C1 N-(4-chlorobenzyl)-2-(1-methylpiperidin-4-yl)benzo[d]-thiazole-6-carboxamide